C(C)O[Si](O[Si](OCC)(OCC)CCCN([Si](C)(C)C)[Si](C)(C)C)(OCC)CCCN([Si](C)(C)C)[Si](C)(C)C N,N'-((1,1,3,3-tetraethoxydisiloxane-1,3-diyl)bis(propane-3,1-diyl))bis(1,1,1-trimethyl-N-(trimethylsilyl)silanamine)